BrCC=1C=CC(=NC1)C(F)(F)F 5-(bromomethyl)-2-(trifluoromethyl)pyridine